Diisopropyl 2-((6-fluoro-9-oxo-1,2,3,9-tetrahydropyrrolo[2,1-b]quinazolin-3-yl)methyl)malonate FC=1C=CC=2C(N3C(=NC2C1)C(CC3)CC(C(=O)OC(C)C)C(=O)OC(C)C)=O